BrC1=CC(=C(O[C@H](C(=O)OC(C)(C)C)C)C=C1F)C1=NOCC1OCC tert-butyl (2S)-2-[4-bromo-5-fluoro-2-(4-ethoxy-4,5-dihydroisoxazol-3-yl)phenoxy]propanoate